N'-(2,3-dihydro-1-benzofuran-7-yl)thiourea O1CCC2=C1C(=CC=C2)NC(N)=S